2-fluoro-N-[2-(1-isobutyltriazol-4-yl)thieno[3,2-c]pyridin-4-yl]-N-[(3R)-3-piperidyl]-4-(triazolo[4,5-b]pyridin-3-yl)benzamide FC1=C(C(=O)N([C@H]2CNCCC2)C2=NC=CC3=C2C=C(S3)C=3N=NN(C3)CC(C)C)C=CC(=C1)N1N=NC=3C1=NC=CC3